((4,6-dimethyl-2-oxo-1,2-dihydropyridin-3-yl)methyl)-3-methyl-6-(6-(piperazin-1-yl)pyridin-3-yl)-1H-indole-4-carboxamide CC1=C(C(NC(=C1)C)=O)CN1C=C(C=2C(=CC(=CC12)C=1C=NC(=CC1)N1CCNCC1)C(=O)N)C